FC(S(=O)(=O)OC1=C(C=CC=C1)C1CC2(C1)CCN(CC2)C(=O)OCCCC)(F)F butyl 2-(2-(((trifluoromethyl)sulfonyl)oxy)phenyl)-7-azaspiro[3.5]nonane-7-carboxylate